(3-methyl-1-((2-(trimethylsilyl)ethoxy)methyl)-1H-indazol-5-yl)boronic acid CC1=NN(C2=CC=C(C=C12)B(O)O)COCC[Si](C)(C)C